C(C)OCC1(CC(N(C1)C(C)(C)C=1C=CC(=NC1)C)F)CCC=1SC(=CC1)F 5-(2-(4-(ethoxymethyl)-2-fluoro-4-(2-(5-fluorothiophen-2-yl)ethyl)pyrrolidin-1-yl)propan-2-yl)-2-methylpyridine